TRANS-3-(8-Dimethylamino-2-oxo-8-phenyl-1,3-diazaspiro[4.5]decan-3-yl)-2,2-dimethyl-propionamide CN(C1(CCC2(CN(C(N2)=O)CC(C(=O)N)(C)C)CC1)C1=CC=CC=C1)C